acetic acid (1,3-dimethyl-but-1-yl) ester CC(CC(C)C)OC(C)=O